CN1C(C2=C(C(=C1)C1=NN(C=C1C1=CC=C(C=C1)C)C)C=C(N2)C(=O)O)=O 6-methyl-4-(1-methyl-4-(p-tolyl)-1H-pyrazol-3-yl)-7-oxo-6,7-dihydro-1H-pyrrolo[2,3-c]pyridine-2-carboxylic acid